C(C=C)(=O)NC1=CC=NC2=CC=C(C=C12)C1=NC=CC(=N1)C(=O)NC1CCC(CC1)N(C)C 2-[4-(prop-2-enamido)quinolin-6-yl]-N-[(1r,4r)-4-(dimethylamino)cyclohexyl]pyrimidine-4-carboxamide